N-(2-(Dimethoxymethyl)benzyl)-2-methoxy-2-methyl-N-(2-oxo-2-((2'-oxo-1,1',2',3-tetrahydrospiro[indene-2,3'-pyrrolo[2,3-b]pyridin]-5-yl)amino)ethyl)propanamide COC(C1=C(CN(C(C(C)(C)OC)=O)CC(NC=2C=C3CC4(C(NC5=NC=CC=C54)=O)CC3=CC2)=O)C=CC=C1)OC